2-(4-methylpiperazin-1-yl)ethyl (1-(6-methoxy-3,4-dihydro-2H-benzo[b][1,4]oxazin-7-yl)-6-(pyrazolo[1,5-a]pyrimidin-3-yl)-1H-pyrazolo[4,3-c]pyridin-3-yl)carbamate COC1=CC2=C(OCCN2)C=C1N1N=C(C=2C=NC(=CC21)C=2C=NN1C2N=CC=C1)NC(OCCN1CCN(CC1)C)=O